Methyl 4-(4-(4-(((6-methoxy-2-(2-methoxyimidazo[2,1-b][1,3,4]thiadiazol-6-yl)benzofuran-4-yl)oxy)methyl)thiazol-2-yl)tetrahydro-2H-pyran-4-yl)benzoate COC1=CC2=C(C=C(O2)C=2N=C3SC(=NN3C2)OC)C(=C1)OCC=1N=C(SC1)C1(CCOCC1)C1=CC=C(C(=O)OC)C=C1